2-((6-Methoxy-2-methyl-1,2,3,4-tetrahydroisoquinolin-7-yl)amino)-4-((2-(thiazol-5-yl)phenyl)amino)pyrimidine-5-carboxamide COC=1C=C2CCN(CC2=CC1NC1=NC=C(C(=N1)NC1=C(C=CC=C1)C1=CN=CS1)C(=O)N)C